[1-[4-[methyl(tetrahydropyran-4-yl)amino]-5-oxido-6,7-dihydro-thieno[3,2-d]pyrimidin-5-ium-2-yl]azetidin-3-yl] 4-(dimethylcarbamoyl)-benzoate CN(C(=O)C1=CC=C(C(=O)OC2CN(C2)C=2N=C(C3=C(N2)CC[S+]3[O-])N(C3CCOCC3)C)C=C1)C